(1S,2S)-N-(6-(5-ethyl-6,7-difluoro-1H-indazol-4-yl)imidazo[1,2-a]pyridin-2-yl)-2-fluorocyclopropane-1-carboxamide C(C)C=1C(=C2C=NNC2=C(C1F)F)C=1C=CC=2N(C1)C=C(N2)NC(=O)[C@H]2[C@H](C2)F